perfluorononyl acetate C(C)(=O)OC(C(C(C(C(C(C(C(C(F)(F)F)(F)F)(F)F)(F)F)(F)F)(F)F)(F)F)(F)F)(F)F